C1(=CC=CC=C1)C1=NC(=NC(=N1)C1=CC=CC=C1)C=1C=C(C=C(C1)N1C2=CC=C(C=C2C=2C=C(C=CC12)C1=CC=CC=C1)C1=CC=CC=C1)N1C2=CC=C(C=C2C=2C=C(C=CC12)C1=CC=CC=C1)C1=CC=CC=C1 9,9'-(5-(4,6-diphenyl-1,3,5-triazin-2-yl)-1,3-phenylene)bis(3,6-diphenyl-9H-carbazole)